tert-butyl N-[(2S)-2-phenyl-2-[[4-(trifluoromethoxy)phenyl]sulfonylamino]ethyl]carbamate C1(=CC=CC=C1)[C@@H](CNC(OC(C)(C)C)=O)NS(=O)(=O)C1=CC=C(C=C1)OC(F)(F)F